2-FLUORO-5-ISOPROPYLPHENYLBORONIC ACID FC1=C(C=C(C=C1)C(C)C)B(O)O